C[C@]12[C@H]3CC[C@@]4([C@H](CC[C@H]4[C@@H]3CC=C2C[C@H](CC1)O)[C@H](C)CCCC(C)C)C (3S,8S,9S,10R,13R,14S,17R)-10,13-dimethyl-17-[(2R)-6-methylheptan-2-yl]-2,3,4,7,8,9,11,12,14,15,16,17-dodecahydro-1H-cyclopenta[a]phenanthren-3-ol